tert-butyl N-[(2S)-3-amino-2-hydroxypropyl]carbamate NC[C@@H](CNC(OC(C)(C)C)=O)O